(6AS)-6-hydroxy-2-methoxy-12-oxo-3-((triisopropylsilyl)oxy)-6,6a,7,8,9,10-hexahydrobenzo[e]pyrido[1,2-a][1,4]diazepin-5(12H)-carboxylic acid allyl ester C(C=C)OC(=O)N1C([C@H]2N(C(C3=C1C=C(C(=C3)OC)O[Si](C(C)C)(C(C)C)C(C)C)=O)CCCC2)O